FC(C(=O)O)(F)F.C(#N)CC(=O)N1C[C@@H]([C@@H](CC1)C)NC1=C2C(=NC=C1C(=O)O)NC=C2 4-(((3R,4R)-1-(2-cyanoacetyl)-4-methylpiperidin-3-yl)amino)-1H-pyrrolo[2,3-b]pyridine-5-carboxylic acid trifluoroacetic acid salt